3,5-dimethoxy-4-glycinamido-benzoic acid-(4-guanidino)-butyl ester N(C(=N)N)CCCCOC(C1=CC(=C(C(=C1)OC)NC(CN)=O)OC)=O